(2R,3R,11bR)-3-(tert-butoxy)-10-methoxy-9-((1-methylcyclopropyl)methoxy)-1,3,4,6,7,11b-hexahydro-2H-pyrido[2,1-a]isoquinolin-2-ol C(C)(C)(C)O[C@H]1[C@@H](C[C@H]2N(CCC3=CC(=C(C=C23)OC)OCC2(CC2)C)C1)O